F[C@@H]1C[C@H]([C@@H](C[C@H]1F)CCC([O-])=S)CCC([O-])=S (((1R,2R,4R,5R)-4,5-difluorocyclohexane-1,2-diyl)bis(methylene))diethanethioate